N-([1,1'-biphenyl]-4-yl)-N,1'-diphenyl-1'H-spiro[fluorene-9,5'-naphtho[8,1,2,3-cdef]carbazol]-7'-amine C1(=CC=C(C=C1)N(C=1C=C2C3(C=4C=5C=6C2=C(C=CC6N(C5C=CC4)C4=CC=CC=C4)C1)C1=CC=CC=C1C=1C=CC=CC13)C1=CC=CC=C1)C1=CC=CC=C1